N-(3-(3-(6-Bromo-7-(((S)-1-(ethylsulfonyl)pyrrolidin-3-yl)amino)-1H-imidazo[4,5-b]pyridin-2-yl)-2,5-dimethyl-1H-pyrrol-1-yl)-4-methylphenyl)-2-(dimethylamino)acetamid BrC=1C(=C2C(=NC1)N=C(N2)C2=C(N(C(=C2)C)C=2C=C(C=CC2C)NC(CN(C)C)=O)C)N[C@@H]2CN(CC2)S(=O)(=O)CC